pyrrolidine-3-one-O-methyloxime CON=C1CNCC1